(4-ethylphenyl)benzylamine C(C)C1=CC=C(C=C1)NCC1=CC=CC=C1